5-[4-amino-5-(trifluoromethyl)pyrrolo[2,1-f][1,2,4]triazin-7-yl]-N-{1-[(4-cyanophenyl)methyl]-4-fluoropyrrolidin-3-yl}-2-methoxypyridine-3-carboxamide NC1=NC=NN2C1=C(C=C2C=2C=C(C(=NC2)OC)C(=O)NC2CN(CC2F)CC2=CC=C(C=C2)C#N)C(F)(F)F